NC1=NNC(=C1)C=1C(=NC=CC1O[C@H]1C[C@H](CC1)NC(OC(C)(C)C)=O)OC tert-Butyl ((1S,3R)-3-((3-(3-amino-1H-pyrazol-5-yl)-2-methoxypyridin-4-yl)oxy)cyclopentyl)carbamate